5,6,7,8-tetrahydrobenzo[b]pyran O1C2C(=CC=C1)CCCC2